CN(C)\C=C/1\C(C(C2=CC=CC=C2C1=O)=O)=O (3E)-3-[(dimethylamino)methylidene]naphthalene-1,2,4(3H)-trione